(1-naphthyl)phthalazine C1(=CC=CC2=CC=CC=C12)C1=NN=CC2=CC=CC=C12